C(C)(=O)[O-].[Sn+4].C(C)(=O)[O-].C(C)(=O)[O-].C(C)(=O)[O-] tin (IV) acetate